tert-butyl 2-(2-hydroxy-4-(2,2,2-trifluoroethyl)phenyl)-2,3,4,5a,6,7,8,9-octahydro-5H-1,2,5,7-tetraazabenzo[cd]azulene-5-carboxylate OC1=C(C=CC(=C1)CC(F)(F)F)N1N=C2CCNCC3C2=C1CCN3C(=O)OC(C)(C)C